FC(C(=O)O)(F)F.N1N=CC(=C1)C=1N=CC=2N(C1)N=CC2C#N 6-(1H-pyrazol-4-yl)pyrazolo[1,5-a]Pyrazine-3-carbonitrile 2,2,2-trifluoroacetate salt